2,6-dimethoxy-4-[7-(1-methylpyrazol-4-yl)imidazo[1,2-a]pyridin-3-yl]-N-[(1S)-2,2,2-trifluoro-1-methyl-ethyl]benzamide COC1=C(C(=O)N[C@H](C(F)(F)F)C)C(=CC(=C1)C1=CN=C2N1C=CC(=C2)C=2C=NN(C2)C)OC